OCCCC1OCC1CC 3-hydroxypropyl-3-ethyloxetane